N-[1-(2,6-Difluoro-4-methoxyphenyl)-4-[(3S)-3-hydroxypyrrolidine-1-carbonyl]-1H-imidazol-2-yl]-4-(difluoromethoxy)benzamide FC1=C(C(=CC(=C1)OC)F)N1C(=NC(=C1)C(=O)N1C[C@H](CC1)O)NC(C1=CC=C(C=C1)OC(F)F)=O